BrC1=CC=C(C=C1)NC(C1=CC=C(C=C1)CCl)=O N-(4-bromophenyl)-4-(chloromethyl)benzamide